BrC1=CN2C=C(C=C2C=C1)C(=O)N(C)[C@H]1COCC=2NC(C=3C=C(C(=CC3C21)F)F)=O (R)-6-bromo-N-(8,9-difluoro-6-oxo-1,4,5,6-tetrahydro-2H-pyrano[3,4-c]isoquinolin-1-yl)-N-methyl-indolizine-2-carboxamide